C1(CC1)C1=CC2=C(N(C(N=C2N2[C@H](CNCC2)C)=O)C=2C(=NC=CC2C)C(C)C)N=C1C1=C(C=CC(=C1)O)F (S)-6-cyclopropyl-7-(2-fluoro-5-hydroxyphenyl)-1-(2-isopropyl-4-methylpyridin-3-yl)-4-(2-Methylpiperazin-1-yl)pyrido[2,3-d]pyrimidin-2(1H)-one